ethyl (R)- and (S)-4-oxotetrahydro-2H-pyran-3-carboxylate O=C1[C@@H](COCC1)C(=O)OCC |r|